[Si](C1=CC=CC=C1)(C1=CC=CC=C1)(C(C)(C)C)OC[C@H]1N(CCC[C@H](C1)C#N)C(=O)OC(C)(C)C tert-butyl (2S,4R)-2-(((tert-butyldiphenylsilyl)oxy)methyl)-4-cyanoazepane-1-carboxylate